FC1(CN(C1)C1=NC2=CC=CC(=C2C(=N1)O)C1=CC=C(CNC(=O)NC=2N=C(SC2)C#C)C=C1)F 1-(4-(2-(3,3-Difluoroazetidin-1-yl)-4-hydroxyquinazolin-5-yl)benzyl)-3-(2-ethynylthiazol-4-yl)urea